5-[4-(4-chlorophenyl)-5-[(4-methoxyphenyl)methylamino]-1H-pyrazol-3-yl]pyridine-2-carbonitrile ClC1=CC=C(C=C1)C=1C(=NNC1NCC1=CC=C(C=C1)OC)C=1C=CC(=NC1)C#N